FC=1C(=NNC1)CN1C(C2=CC=C(C=C2C=N1)S(=O)(=O)C1=CC=CC=C1)=O 2-((4-fluoro-1H-pyrazol-3-yl)methyl)-6-(phenylsulfonyl)phthalazin-1(2H)-one